N-(3-azidopropyl)-N-methyl-1H-benzo[d][1,2,3]triazole-1-carboximidamide N(=[N+]=[N-])CCCN(C(=N)N1N=NC2=C1C=CC=C2)C